N2-[[1-(difluoromethyl)pyrazol-3-yl]methyl]-6-imidazo[1,5-a]pyridin-6-yl-1,3,5-triazine FC(N1N=C(C=C1)CN1CN2C(C=CC(=C2)C2=NC=NC=N2)=C1)F